The molecule is an alkane that is hexane substituted by a methyl group at positions 2,3 and 5. It has a role as a human metabolite. It is an alkane and a volatile organic compound. It derives from a hydride of a hexane. CC(C)CC(C)C(C)C